1-(1-Isopropylpiperidin-4-yl)-6-methyl-5-(8-methyl-[1,2,4]triazolo[1,5-a]pyridin-6-yl)-1,3-dihydro-2H-benzo[d]imidazol-2-on C(C)(C)N1CCC(CC1)N1C(NC2=C1C=C(C(=C2)C=2C=C(C=1N(C2)N=CN1)C)C)=O